4-[3-(cyanomethyl)-3-(3',5'-dimethyl-1H,1'H-4,4'-bipyrazol-1-yl)azetidinyl]-2,5-difluoro-N-[(1S)-2,2,2-trifluoro-1-methylethyl]benzamide phosphoric acid salt P(O)(O)(O)=O.C(#N)CC1(CN(C1)C1=CC(=C(C(=O)N[C@H](C(F)(F)F)C)C=C1F)F)N1N=CC(=C1)C=1C(=NNC1C)C